FC1=CC(=NC=C1)C=1C=NNC1 4-fluoro-2-(1H-pyrazol-4-yl)pyridine